COC(C1=C(C=C(C=C1)Cl)N(CC)C(=O)OC(C)(C)C)=O.NC1=CC=CC(=N1)S(=O)(=O)NC1=NC(=C(C=C1)Cl)C1=C(C(=CC=C1)C#N)C 6-amino-N-(5-chloro-6-(3-cyano-2-methylphenyl)pyridin-2-yl)pyridine-2-sulfonamide methyl-2-((tert-butoxycarbonyl)(ethyl)amino)-4-chlorobenzoate